N-(3-chloro-4-fluorophenyl)-N-((5-(hydrazinecarbonyl)pyridin-2-yl)methyl)-3-morpholinopropane-1-sulfonamide ClC=1C=C(C=CC1F)N(S(=O)(=O)CCCN1CCOCC1)CC1=NC=C(C=C1)C(=O)NN